Cl.O=C1N(CC2=CC=C(C=C12)N1CCNCC1)[C@@H]1C(NC(CC1)=O)=O (S)-3-(1-oxo-6-(piperazin-1-yl)isoindolin-2-yl)piperidine-2,6-dione hydrochloride